2,2-diisopropylpropane-1,3-diyldicarbamate C(C)(C)C(CNC([O-])=O)(CNC([O-])=O)C(C)C